ClC=1C(=NC(=CC1)Cl)C(F)(F)F 3,6-dichloro-2-(trifluoromethyl)pyridine